C(C)(C)(C)OC(COC1=C(C=C(C=C1)C1=CC=C(C=C1)C1=N[C@H](C=2N(C3=C1C(=C(S3)C)C)C(=NN2)C)CC(=O)OC)C(F)(F)F)=O methyl {(6S)-4-[4'-(2-t-butoxy-2-oxoethoxy)-3'-(trifluoromethyl)[1,1'-biphenyl]-4-yl]-2,3,9-trimethyl-6H-thieno[3,2-f][1,2,4]triazolo[4,3-a][1,4]diazepin-6-yl}acetate